FC1(CCC(CC1)NC1=NN2C(C=N1)=C(C=C2)C=2C=C1C(=NC2)N=C(N1C(C)C)C)F N-(4,4-difluorocyclohexyl)-5-(1-isopropyl-2-methyl-1H-imidazo[4,5-b]pyridin-6-yl)pyrrolo[2,1-f][1,2,4]triazin-2-amine